trans-(+)-6-acetyl-4-(S)-(4-fluorobenzamido)-3,4-dihydro-2,2-dimethyl-2H-benzo[b]pyran C(C)(=O)C1=CC2=C(OC(C[C@@H]2NC(C2=CC=C(C=C2)F)=O)(C)C)C=C1